ClC1=NC=C(C(=C1)C(=O)NCC(F)C1=C(C=C(C=C1)Cl)Cl)OC1=CC=C(C=C1)C#N 2-chloro-5-(4-cyanophenoxy)-N-[2-(2,4-dichlorophenyl)-2-fluoro-ethyl]pyridine-4-carboxamide